(1S,4s)-4-(2-((R)-1-acetylpiperidin-3-ylamino)-8-(2,4,6-trichlorophenylamino)-9H-purin-9-yl)cyclohexanecarboxamide C(C)(=O)N1C[C@@H](CCC1)NC1=NC=C2N=C(N(C2=N1)C1CCC(CC1)C(=O)N)NC1=C(C=C(C=C1Cl)Cl)Cl